C(CCCCCCC)C#N Octane-1-carbonitrile